7-Chloro-2-hydroxy-1-methyl-5-phenyl-1,5-dihydro-4H-imidazo[4,5-C]quinolin-4-one ClC=1C=CC=2C3=C(C(N(C2C1)C1=CC=CC=C1)=O)N=C(N3C)O